C(C)OC1=C(C(=O)OC(C2=C(C=CC=C2)OCC)=O)C=CC=C1 2-ethoxybenzoic anhydride